(S)-1-(2,6-dichloropyrimidin-4-yl)pyrrolidin-3-ol ClC1=NC(=CC(=N1)N1C[C@H](CC1)O)Cl